FC(OC1=NC=C(C(=O)NCC2=C3N(N=C2)C=CN3C)C=C1F)F 6-(difluoromethoxy)-5-fluoro-N-((1-methyl-1H-imidazo[1,2-b]pyrazol-7-yl)methyl)nicotinamide